6-(3-morpholinophenylamino)-1H-pyrrolo[3,2-c]pyridine-2-carbonitrile O1CCN(CC1)C=1C=C(C=CC1)NC1=CC2=C(C=N1)C=C(N2)C#N